C[C@H]1CN(CC2=CC=C(C=C12)N1CCN(CC1)C1=NC=C2CCNCC2=C1)C1=C2C(=NC=C1)N(N=C2)C 7-[4-[(4R)-4-methyl-2-(1-methyl-pyrazolo[3,4-b]pyridin-4-yl)-3,4-dihydro-1H-isoquinolin-6-yl]piperazin-1-yl]-1,2,3,4-tetrahydro-2,6-naphthyridine